2-amino-4-bromo-5-chloro-3,6-difluoro-benzoic acid NC1=C(C(=O)O)C(=C(C(=C1F)Br)Cl)F